(2S)-2-({5-[(1R)-1-[(5-chloro-2-methoxypyridin-3-yl)amino]ethyl]thiophen-2-yl}formamido)-3-cyclopentyl-N-cyclopropylpropanamide ClC=1C=C(C(=NC1)OC)N[C@H](C)C1=CC=C(S1)C(=O)N[C@H](C(=O)NC1CC1)CC1CCCC1